4-phenylbutanamide di-trifluoroacetate salt FC(C(=O)O)(F)F.FC(C(=O)O)(F)F.C1(=CC=CC=C1)CCCC(=O)N